1-fluoro-5-isopropoxy-4-nitro-2-(trifluoromethyl)benzene FC1=C(C=C(C(=C1)OC(C)C)[N+](=O)[O-])C(F)(F)F